C(C)S(=O)(=O)C=1C=C(C=NC1C=1N=C2N(N=CC(=C2)C(F)(F)F)C1)OC(C#N)(C)C 2-[[5-ethylsulfonyl-6-[7-(trifluoromethyl)imidazo[1,2-b]pyridazin-2-yl]-3-pyridinyl]oxy]-2-methyl-propionitrile